4-[(6-bromo-3-fluoro-2-pyridyl)oxymethyl]-3-fluorobenzonitrile BrC1=CC=C(C(=N1)OCC1=C(C=C(C#N)C=C1)F)F